C(C)(C)(C)C1=C(C=C(C=C1)C)OC1=C(C=C(C=C1)C(F)(F)F)[N+](=O)[O-] 1-tert-butyl-4-methyl-2-(2-nitro-4-trifluoromethylphenoxy)benzene